2-((2-((2-((tert-butoxycarbonyl)amino)-4-(4-ethylpiperazin-1-yl)phenyl)amino)-5-cyanopyrimidin-4-yl)amino)benzoic acid C(C)(C)(C)OC(=O)NC1=C(C=CC(=C1)N1CCN(CC1)CC)NC1=NC=C(C(=N1)NC1=C(C(=O)O)C=CC=C1)C#N